N1=CC=CC2=CC(=CC=C12)NC(=O)C1=CC=C2C(N1)=C(C=N2)C=2CCN(CC2)C N-[quinolin-6-yl]-3-(1-methyl-1,2,3,6-tetrahydro-pyridin-4-yl)pyrrolo-[3,2-b]pyridine-5-carboxamide